C1(CC1)S(=O)(=O)C1=CC=C(C=C1)CC1CC2(CN(C2)C(=O)N2C[C@H](CC2)C2=NC=NN2)C1 [6-[(4-Cyclopropylsulfonylphenyl)methyl]-2-azaspiro[3.3]heptan-2-yl]-[(3S)-3-(1H-1,2,4-triazol-5-yl)pyrrolidin-1-yl]methanone